acrylic acid-2-phenylethyl ester C1(=CC=CC=C1)CCOC(C=C)=O